4-chloro-3-pentyl-(2,2'-bithiophene) ClC(CCCC1=C(SC=C1)C=1SC=CC1)C